(2,3-dicyclohexyl)-1,4-bis(aminomethyl)-cyclohexane C1(CCCCC1)C1C(CCC(C1C1CCCCC1)CN)CN